FC1=C(N)C=C(C(=C1)C)C 2-fluoro-4,5-dimethyl-aniline